ClC1=C(C=C2CCN(C2=C1)C1=NC=NC2=CC=C(C=C12)C=1C=C(C(=NC1)C)CO)F [5-[4-(6-chloro-5-fluoro-indolin-1-yl)quinazolin-6-yl]-2-methyl-3-pyridyl]methanol